C(CCCCCCCCCCC)NCCC(=O)O.[Na] sodium N-dodecyl-beta-alanine